nickel bis(tricyclohexylphosphine) dichloride [Cl-].[Cl-].C1(CCCCC1)P(C1CCCCC1)C1CCCCC1.C1(CCCCC1)P(C1CCCCC1)C1CCCCC1.[Ni+2]